BrC1=NC=C(C=C1SCC)Br 2,5-dibromo-3-(ethylthio)pyridine